7-cyano-2,3,4,5-tetrahydro-1H-3-benzazepine C(#N)C1=CC2=C(CCNCC2)C=C1